Germet [GeH]1=CC=C1